C1(CC1)C1=CC(=NC=2N1N=C(C2)C2=C(C=C(C=C2)N2C[C@H](CC2)NS(=O)(=O)C)F)C(=O)N2[C@@H](C1=CC=CC=C1CC2)C N-[(3S)-1-(4-{7-cyclopropyl-5-[(1R)-1-methyl-1,2,3,4-tetrahydroisoquinoline-2-carbonyl]pyrazolo[1,5-a]pyrimidin-2-yl}-3-fluorophenyl)pyrrolidin-3-yl]methane-sulfonamide